4-[4-(3-chlorobenzoyl)phenylthio]Phenyl-bis(4-fluorophenyl)sulfonium tetrakis(pentafluorophenyl)borate FC1=C(C(=C(C(=C1[B-](C1=C(C(=C(C(=C1F)F)F)F)F)(C1=C(C(=C(C(=C1F)F)F)F)F)C1=C(C(=C(C(=C1F)F)F)F)F)F)F)F)F.ClC=1C=C(C(=O)C2=CC=C(C=C2)SC2=CC=C(C=C2)[S+](C2=CC=C(C=C2)F)C2=CC=C(C=C2)F)C=CC1